[Cl-].CO[Si](CCC[N+](C)(C)CCCCCCCCCCCCCCCC)(OC)OC [3-(trimethoxysilyl)propyl]hexadecyldimethylammonium chloride